2-methoxy-N-(4-chloro-1-methyl-3-(trifluoromethyl)-1H-pyrazol-5-yl)nicotinamide COC1=C(C(=O)NC2=C(C(=NN2C)C(F)(F)F)Cl)C=CC=N1